ClCCCCC1=CO1 2-(4-chlorobutyl)epoxyethaneN